3-(4-chloro-5-iodo-7H-pyrrolo[2,3-d]pyrimidin-7-yl)piperidine-1-carboxylic acid tert-butyl ester C(C)(C)(C)OC(=O)N1CC(CCC1)N1C=C(C2=C1N=CN=C2Cl)I